S1C(=NC2=C1C=CC=C2)C2=CC=C(OCCOCCOCCOCCO)C=C2 2-(2-(2-(2-(4-(Benzo[d]thiazol-2-yl)phenoxy)ethoxy)ethoxy)ethoxy)ethan-1-ol